C(C)OC(CC(CCN(C)C(=O)OC(C)(C)C)C1=NC(=CN=C1C)C)=O.CC=1C=NC(=NC1)N1CCCCC1 5-methyl-2-(piperidin-1-yl)pyrimidine ethyl-5-((tert-butoxycarbonyl)(methyl)amino)-3-(3,6-dimethylpyrazin-2-yl)pentanoate